C(C)OC1(CC1)[C@]1(CN(CC1)C(C)(C)C=1C=CC(=NC1)C)CCC=1SC(=CC1)F |o1:6| (R or S)-5-(2-(3-(1-ethoxycyclopropyl)-3-(2-(5-fluorothiophen-2-yl)ethyl)pyrrolidin-1-yl)propan-2-yl)-2-methylpyridine